3-acetoxypropyl-3-methoxypropyl-dimethylsilane C(C)(=O)OCCC[Si](C)(C)CCCOC